3-endo-(8-{2-[cyclopentylmethyl-(2-methanesulfonylacetyl)-amino]ethyl}-8-azabicyclo[3.2.1]oct-3-yl)-benzamide TFA salt OC(=O)C(F)(F)F.C1(CCCC1)CN(CCN1C2CC(CC1CC2)C=2C=C(C(=O)N)C=CC2)C(CS(=O)(=O)C)=O